N=1C=NN2C1C=C(C=C2)OC2=CC(=C(C=C2Cl)NC2=NC=NC1=CC(=C(C=C21)NC(/C(=C/[C@@H]2N(CCC2)C)/F)=O)OC)OC (R,Z)-N-(4-((4-([1,2,4]triazolo[1,5-a]pyridin-7-yloxy)-5-chloro-2-methoxyphenyl)amino)-7-methoxy-quinazolin-6-yl)-2-fluoro-3-(1-methylpyrrolidin-2-yl)acrylamide